C(C1=CC=CC=C1)OC=1C=C(C=NC1OC)N 5-(benzyloxy)-6-methoxypyridin-3-amine